CC1CCN(CC1)C1=C(C=C(C=C1)NC1CCC(CC1)N)C(F)(F)F N1-(4-(4-methylpiperidin-1-yl)-3-(trifluoromethyl)phenyl)cyclohexane-1,4-diamine